4,7,10-Trioxa-1,13-tridecandiamin C(CCOCCOCCOCCCN)N